2-(ethylsulfanyl)-1-(5-iodo-1-methyl-1H-imidazol-2-yl)prop-2-en-1-one C(C)SC(C(=O)C=1N(C(=CN1)I)C)=C